ClC=1C(=NC=CC1)\C=C\S(=O)(=O)C1=CC(=CC=C1)F (E)-3-chloro-2-(2-(3-fluorophenylsulfonyl)vinyl)pyridine